1-Aminomethyl(dipropoxymethoxysilan) NCC(O[SiH3])(OCCC)OCCC